BrC=1C=NC=2C[C@H](N(CC2C1)C(=O)OC(C)(C)C)C tert-butyl (R)-3-bromo-7-methyl-7,8-dihydro-1,6-naphthyridine-6(5H)-carboxylate